C(C)C(C(=O)N)CSCCC(F)(F)F ethyl-3-[(3,3,3-trifluoropropyl)thio]propanamide